C(C)(C)(C)OC(=O)N1CC(C1)OC=1C=CC(=C2C=C(N=CC12)Cl)C(COC)(C)O 3-((3-chloro-5-(2-hydroxy-1-methoxyprop-2-yl)isoquinolin-8-yl)oxy)azetidine-1-carboxylic acid tert-butyl ester